9,9-bis[4-(4-amino-2-n-propylphenoxy)-3,5-di-tert-butylphenyl]fluorene NC1=CC(=C(OC2=C(C=C(C=C2C(C)(C)C)C2(C3=CC=CC=C3C=3C=CC=CC23)C2=CC(=C(C(=C2)C(C)(C)C)OC2=C(C=C(C=C2)N)CCC)C(C)(C)C)C(C)(C)C)C=C1)CCC